tert-butyl (1R,5S)-3-(4-methyl-2'-(methylthio)-2,3,5',8'-tetrahydro-6'H-spiro[indene-1,7'-quinazolin]-4'-yl)-3,8-diazabicyclo[3.2.1]octane-8-carboxylate CC1=C2CCC3(CCC=4C(=NC(=NC4C3)SC)N3C[C@H]4CC[C@@H](C3)N4C(=O)OC(C)(C)C)C2=CC=C1